C1=CC(=CC=2SC3=C(C21)C=CC=C3)O Dibenzo[b,d]thiophen-3-ol